(1R,3R,5S)-3-azido-8-oxabicyclo[3.2.1]octane N(=[N+]=[N-])C1C[C@H]2CC[C@@H](C1)O2